CC1=C(C=C(C(=O)NCC=2C=NC=CC2)C=C1)NS(=O)(=O)C1=CC=C(C=C1)C(F)(F)F 4-methyl-3-((4-(trifluoromethyl)phenyl)sulfonylamino)-N-(pyridin-3-ylmethyl)benzamide